bis(3,7-dimethyloctyl) 2-(((4-((2-(dimethylamino)ethyl)amino)-3-(((2-hexyldecyl)oxy)carbonyl)-4-oxobutyl)thio)methyl)succinate CN(CCNC(C(CCSCC(C(=O)OCCC(CCCC(C)C)C)CC(=O)OCCC(CCCC(C)C)C)C(=O)OCC(CCCCCCCC)CCCCCC)=O)C